NC1=NC=CC=C1C1=NC=2C(=NC(=CC2)C2=CC=CC=C2)N1C1=CC=C(CN2CCC(CC2)NC(C2=C(C(=CC=C2)C=O)O)=O)C=C1 N-(1-(4-(2-(2-aminopyridin-3-yl)-5-phenyl-3H-imidazo[4,5-b]pyridin-3-yl)benzyl)piperidin-4-yl)-3-formyl-2-hydroxybenzamide